2-[4-cyclopropyl-2-(difluoromethyl)-6-methylphenyl]-6-[(2R)-1,4-dioxan-2-yl]-2,5-dihydro-4H-pyrazolo[3,4-d]pyrimidin-4-one C1(CC1)C1=CC(=C(C(=C1)C)N1N=C2N=C(NC(C2=C1)=O)[C@H]1OCCOC1)C(F)F